2-(cis-2-(((cis-4-isopropylcyclohexyl)oxy)methyl)-3-((methylsulfonyl)amino)piperidin-1-yl)-2-oxoethyl acetate C(C)(=O)OCC(=O)N1[C@H]([C@H](CCC1)NS(=O)(=O)C)CO[C@@H]1CC[C@@H](CC1)C(C)C